ClC1=CC=C(C=C1)C=1C=C(C(N(N1)C=1C=NC=NC1)=O)C(=O)NC(CO)C 6-(4-chlorophenyl)-N-(1-hydroxy-prop-2-yl)-3-oxo-2-(pyrimidin-5-yl)-2,3-dihydropyridazine-4-carboxamide